2-(4-(3-cyclohexyl-1,2,4-oxadiazol-5-yl)piperidin-1-yl)-7-methyl-8-nitro-6-(trifluoromethyl)-4H-benzo[e][1,3]thiazin-4-one C1(CCCCC1)C1=NOC(=N1)C1CCN(CC1)C=1SC2=C(C(N1)=O)C=C(C(=C2[N+](=O)[O-])C)C(F)(F)F